N-{1-[(S)-4-(2,3-Dihydro-[1,4]dioxino[2,3-b]pyridin-3-yl)-benzyl]-piperidin-4-ylmethyl}-2-hydroxy-2-methyl-propionamide O1C[C@@H](OC2=NC=CC=C21)C2=CC=C(CN1CCC(CC1)CNC(C(C)(C)O)=O)C=C2